C(CC)S(=O)(=O)C(CC)S(=O)(=O)N propylsulfonyl-propane-1-sulfonamide